(R)-5-Amino-2-methyl-N-(1-(naphthalen-1-yl)ethyl)benzenesulfonamide NC=1C=CC(=C(C1)S(=O)(=O)N[C@H](C)C1=CC=CC2=CC=CC=C12)C